2-Hydroxymethyl-furo[2,3-d]thieno[3,2-b]pyridin OCC1=CC2=NC=C3C(=C2S1)OC=C3